5-isopropyl-4-methyl-thiazol-2-amine C(C)(C)C1=C(N=C(S1)N)C